F[C@@H]1C[C@@]2(CCCN2C1)COC=1N=C(C2=C(N1)C(=C(N=C2)C2=CC(=CC1=CC=C(C(=C21)C#C)F)O)F)N2CCC1(CC(C1)(F)F)CC2 4-(2-{[(2r,7as)-2-fluoro-hexahydro-1H-pyrrolizin-7a-yl]methoxy}-4-{2,2-difluoro-7-azaspiro[3.5]non-7-yl}-8-fluoropyrido[4,3-d]pyrimidin-7-yl)-5-ethynyl-6-fluoronaphthalen-2-ol